C(C1=CC=CC=C1)OC1=CC=C2C(C(=CNC2=C1)Br)=O 7-(benzyloxy)-3-bromoquinolin-4(1H)-one